N1(CCC1)C=1C2=C(N=C(N1)C)CN([C@@H]2C)C(=O)OC(C)(C)C tert-butyl (R)-4-(azetidin-1-yl)-2,5-dimethyl-5,7-dihydro-6H-pyrrolo[3,4-d]pyrimidine-6-carboxylate